2-[(2R)-3-(3,4-dihydro-1H-isoquinolin-2-yl)-2-hydroxy-propyl]-7-(trifluoromethoxy)-4,5-dihydro-3H-2-benzazepin-1-one C1N(CCC2=CC=CC=C12)C[C@H](CN1C(C2=C(CCC1)C=C(C=C2)OC(F)(F)F)=O)O